2,2-diethoxy-N-[(2-bromo-5-methylphenyl)methylene]Ethylamine C(C)OC(CN=CC1=C(C=CC(=C1)C)Br)OCC